3-Bromo-4-fluorobenzene-1,2-diol BrC1=C(C(=CC=C1F)O)O